C(C1=CC=CC=C1)C1=C(SC=2N3C([C@@H](OCC21)C)=NN=C3C)C#CC=3C=CC(=NC3)CCCC#CC3=C2CN(C(C2=CC=C3)=O)C3C(NC(CC3)=O)=O 3-(4-(5-(5-(((S)-3-Benzyl-6,9-dimethyl-4H,6H-thieno[2,3-e][1,2,4]triazolo[3,4-c][1,4]oxazepin-2-yl)ethynyl)pyridin-2-yl)pent-1-yn-1-yl)-1-oxoisoindolin-2-yl)piperidin-2,6-dion